(2R,3R,4R,5S)-3,4,5-tris(benzyloxy)-2-((benzyloxy)methyl)-6-(4-chloro-3-(4-ethoxybenzyl)phenyl)tetrahydro-2H-pyran C(C1=CC=CC=C1)O[C@@H]1[C@H](OC([C@@H]([C@H]1OCC1=CC=CC=C1)OCC1=CC=CC=C1)C1=CC(=C(C=C1)Cl)CC1=CC=C(C=C1)OCC)COCC1=CC=CC=C1